4-[3-(5-fluoro-2-pyridinyl)-1-methyl-pyrazol-4-yl]-7-(trifluoromethoxy)quinoline FC=1C=CC(=NC1)C1=NN(C=C1C1=CC=NC2=CC(=CC=C12)OC(F)(F)F)C